2-Bromoindole BrC=1NC2=CC=CC=C2C1